CN1C(CC(CC1(C)C)CCCC)(C)C (1,2,2,6,6-pentamethyl-4-piperidyl)butane